C(C)(C)(C)OC(=O)N[C@H](CCCOC1=CC=C(C(=C1CN1C2=NC=NC(=C2N=C1)NC(OC(C)(C)C)=O)Cl)Cl)C=1OC=NN1 tert-Butyl (R)-(9-(6-(4-((tert-butoxycarbonyl)amino)-4-(1,3,4-oxadiazol-2-yl)butoxy)-2,3-dichlorobenzyl)-9H-purin-6-yl)carbamate